(3-methylpentyl)carbamic acid phenylmethyl ester C1(=CC=CC=C1)COC(NCCC(CC)C)=O